COC(=O)C1(CC1)C1=C(C=CC=C1OCC1=CC=CC=C1)OCC1=CC=CC=C1 1-(2,6-Dibenzyloxyphenyl)cyclopropanecarboxylic acid methyl ester